CN1NC(C2=C1N=C/1N(C2)CCC\C1=C/C1=CC(=C(C(=C1)OC)OC)OC)=O (E)-1-methyl-9-(3,4,5-trimethoxybenzylidene)-6,7,8,9-tetrahydropyrazolo[3,4-d]pyrido[1,2-a]pyrimidine-one